Cl.N1N=CC2=CC=C(C=C12)C1=NC(=NO1)C1=CC=C(C=C1)C[C@@H](C(=O)O)N (S)-3-(4-(5-(1H-indazol-6-yl)-1,2,4-oxadiazol-3-yl)phenyl)-2-aminopropanoic acid hydrochloride